(R,S)- and (S,S)-ethyl-2-((((2-(2-amino-6-methoxy-9H-purin-9-yl)-ethoxy)-methyl)-(benzyloxy)-phosphoryl)-amino)-propionate C(C)OC([C@@H](C)N[P@@](=O)(OCC1=CC=CC=C1)COCCN1C2=NC(=NC(=C2N=C1)OC)N)=O |&1:4|